C(C1CO1)OCCC[Si](OCC)(OCC)CC 3-glycidyloxypropylethyldiethoxysilane